(S)-6-bromo-3-((1-((tert-butyldimethylsilyl)oxy)propan-2-yl)oxy)quinoline BrC=1C=C2C=C(C=NC2=CC1)O[C@H](CO[Si](C)(C)C(C)(C)C)C